C(C)C1=C(C=C(C(=C1C)OCCC)C)O 2-ethyl-3,5-dimethyl-4-propoxyphenol